vinyl-maleic acid C(=C)/C(/C(=O)O)=C/C(=O)O